(S)-N-(3-methoxy-1-oxo-1-(4-(3-(trifluoromethyl)phenyl-4-d)piperazin-1-yl)propan-2-yl)acetamide-2,2,2-d3 COC[C@@H](C(N1CCN(CC1)C1=CC(=C(C=C1)[2H])C(F)(F)F)=O)NC(C([2H])([2H])[2H])=O